C(C)(C)(C)OC(=O)N1C(C=CC1)C(=O)O 1-tert-butoxycarbonyl-2,5-dihydro-1H-pyrrole-2-carboxylic acid